C(C(=C)C)(=O)NC(CS(=O)(=O)O)(C)C 2-methacrylamido-2-methylpropylsulfonic acid